[Cl-].[Li+].[Cl-].[Mg+2].CC1(NC(CCC1)(C)C)C 2,2,6,6-tetramethylpiperidine magnesium chloride lithium chloride